N1=CC=CC2=CC3=CC=CN=C3N=C12 ANTHYRIDINE